C(N)(=N)N1C[C@@H](CC1)C(=O)O (3R)-1-carbamimidoylpyrrolidine-3-carboxylic acid